1-((2-fluoropyridin-4-yl)methyl)-2-(methoxymethyl)-6-(4-methoxypyrrolo[2,1-f][1,2,4]triazin-5-yl)-1H-imidazo[4,5-b]pyridine FC1=NC=CC(=C1)CN1C(=NC2=NC=C(C=C21)C=2C=CN1N=CN=C(C12)OC)COC